(1R,3R)-3-((4-chloro-6-morpholinopyrimidin-2-yl)amino)cyclobutan-1-ol ClC1=NC(=NC(=C1)N1CCOCC1)NC1CC(C1)O